4-((2s,5r)-4-((2,2-difluorobenzo[d][1,3]dioxol-5-yl)methyl)-2,5-diethylpiperazin-1-yl)-1-methyl-2-oxo-1,2-dihydropyrido[3,2-d]pyrimidine-6-carbonitrile FC1(OC2=C(O1)C=CC(=C2)CN2C[C@@H](N(C[C@H]2CC)C=2C1=C(N(C(N2)=O)C)C=CC(=N1)C#N)CC)F